5-fluoro-4-[3-methyl-5-oxo-4-(prop-2-yl)-4,5-dihydro-1H-1,2,4-triazol-1-yl]-N-(2-methylphenyl)-2-[(2S)-pent-2-yloxy]benzamide FC=1C(=CC(=C(C(=O)NC2=C(C=CC=C2)C)C1)O[C@@H](C)CCC)N1N=C(N(C1=O)C(C)C)C